COC1=C(CNC=2C3=C(N=CN2)C(=CS3)C(=O)NC3=C2C=CN=C(C2=CC=C3C)CC3=C(C=CC=C3)F)C=CC(=C1)OC 4-((2,4-dimethoxybenzyl)amino)-N-(1-(2-fluorobenzyl)-6-methylisoquinolin-5-yl)thieno[3,2-d]pyrimidine-7-carboxamide